2-(4-{4-[6-Chloro-7-({1-[4-(dimethylamino)benzyl]piperidin-4-yl}amino)-3H-imidazo[4,5-b]pyridin-2-yl]phenyl}piperazin-1-yl)ethanol ClC=1C(=C2C(=NC1)NC(=N2)C2=CC=C(C=C2)N2CCN(CC2)CCO)NC2CCN(CC2)CC2=CC=C(C=C2)N(C)C